(1R,2R)-(+)-N,N'-Di-p-toluenesulfonyl-1,2-cyclohexanediamine CC1=CC=C(C=C1)S(=O)(=O)N[C@H]1[C@@H](CCCC1)NS(=O)(=O)C1=CC=C(C)C=C1